N,N'-bis(4-aminophenyl)-1,4-benzoquinonediamine NC1=CC=C(C=C1)NC=1C(C=CC(C1NC1=CC=C(C=C1)N)=O)=O